N-(3-chloro-5-(methylsulfonamido)phenyl)-5-(5-(6,6-difluoro-2-azaspiro[3.3]heptan-2-yl)pyridin-2-yl)-1-methyl-1H-pyrrole-3-carboxamide ClC=1C=C(C=C(C1)NS(=O)(=O)C)NC(=O)C1=CN(C(=C1)C1=NC=C(C=C1)N1CC2(C1)CC(C2)(F)F)C